(2R,4R)-1-((3,5-dichlorophenyl)sulfonyl)-4-(2-fluoro-4-(1H-pyrrolo[2,3-b]pyridin-4-yl)phenoxy)-N-methylpyrrolidine-2-amide ClC=1C=C(C=C(C1)Cl)S(=O)(=O)N1[C@H](C[C@H](C1)OC1=C(C=C(C=C1)C1=C2C(=NC=C1)NC=C2)F)C(=O)NC